BrC=1N=C(N(N1)CC)OC=1C=C2C=CNC(C2=CC1)=O 6-[(5-bromo-2-ethyl-1,2,4-triazol-3-yl)oxy]-2H-isoquinolin-1-one